Bis(triphenylphosphoranylidene)ammonium chlorid [Cl-].C1(=CC=CC=C1)P(C1=CC=CC=C1)(C1=CC=CC=C1)=[N+]=P(C1=CC=CC=C1)(C1=CC=CC=C1)C1=CC=CC=C1